N-[3-({[(1R,3S)-3-{[2-(trifluoromethyl)quinolin-4-yl]amino}cyclohexyl]carbamoyl}methyl)phenyl]benzamide FC(C1=NC2=CC=CC=C2C(=C1)N[C@@H]1C[C@@H](CCC1)NC(=O)CC=1C=C(C=CC1)NC(C1=CC=CC=C1)=O)(F)F